C(=C)[C@]1([C@H]([C@H]([C@@H](O1)N1C=NC=2C(N)=NC=NC12)O)O)COP(=O)(OC1=CC=C(C=C1)OC)OC1=CC=C(C=C1)OC 4'-Vinyl-5'-O-[bis(4-methoxyphenoxy)phosphinyl]adenosin